CN(CCN1C(C=C(C(=C1)C1=CC=CC=C1)C=1C2=C(C(N(C1)C)=O)N(C(=C2)C=2C=NN(C2)C(F)(F)F)S(=O)(=O)C2=CC=C(C)C=C2)=O)C 4-(1-(2-(dimethylamino)ethyl)-2-oxo-5-phenyl-1,2-dihydropyridin-4-yl)-6-methyl-1-tosyl-2-(1-(trifluoromethyl)-1H-pyrazol-4-yl)-1,6-dihydro-7H-pyrrolo[2,3-c]pyridin-7-one